6-methyl-2-oxo-1-phenyl-1,2-dihydropyridine-3-carbonitrile CC1=CC=C(C(N1C1=CC=CC=C1)=O)C#N